COC1=C(C=CC=C1OC)CCC(CC(=O)OC)=O Methyl 5-(2,3-dimethoxyphenyl)-3-oxopentanoate